ClC=1C=C(NC2=C(C(=O)O)C=C(C(=C2)C(=O)O)NC2=CC(=CC=C2)Cl)C=CC1 2,5-bis(m-chloroanilino)terephthalic acid